C(C1=CC=CC=C1)OC1=CC=C2C(CCOC2=C1)=O 7-(benzyloxy)-2,3-dihydro-4H-chromen-4-one